CN(CNC1=C(C=C(C=C1)C)C)CNC1=C(C=C(C=C1)C)C N-methyl-bis(2,4-xylylaminomethyl)amine